dilauroyl-ethyl-phosphocholine C(CCCCCCCCCCC)(=O)C(C(OP(=O)([O-])O)CC)([N+](C)(C)C)C(CCCCCCCCCCC)=O